FC1=CC=C(C=C1)NC(C1=CC(=CC=C1)C)=O N-(4-fluorophenyl)-3-methylbenzamide